CC1=CC=C(C(=O)N2C(C3=CC=CC=C3C2=O)=O)C=C1 2-(4-methylbenzoyl)isoindoline-1,3-dione